C(C1=CC=CC=C1)Cl.N1=CC=CC=C1 pyridine benzyl chloride salt